(4-amino-7-fluoroimidazo[1,5-a]quinoxalin-8-yl)((2S,3S)-2-methyl-3-(5-(trifluoromethyl)pyridin-2-yl)morpholino)methanone NC=1C=2N(C3=CC(=C(C=C3N1)F)C(=O)N1[C@H]([C@@H](OCC1)C)C1=NC=C(C=C1)C(F)(F)F)C=NC2